COC=1C=C2CCN(CC2=CC1NC1=NC=C(C(=N1)NC=1C(=NN(C1)C)C(F)(F)F)C(=O)N)C 2-((6-methoxy-2-methyl-1,2,3,4-tetrahydroisoquinolin-7-yl)amino)-4-((1-methyl-3-(trifluoromethyl)-1H-pyrazol-4-yl)amino)pyrimidine-5-carboxamide